iodosobenzoate C1=CC=C(C(=C1)C(=O)O)I=O